4-(4-aminophenyl)-1H-indazol-3-amine NC1=CC=C(C=C1)C1=C2C(=NNC2=CC=C1)N